OC1=C(C(=C(C(=O)OCOC)C(=C1)OC)C)C methoxymethyl 4-hydroxy-6-methoxy-2,3-dimethylbenzoate